COC1=C(C=CC(=C1)CCC(C=CCCCCCCC)=O)[O-] 2-methoxy-4-(3-oxododec-4-enyl)phenolate